N,N-bis(t-butyldimethylsilyl)aniline [Si](C)(C)(C(C)(C)C)N(C1=CC=CC=C1)[Si](C)(C)C(C)(C)C